ClC1=C(C2=C(N=N1)N(CCC2)C=2SC=C(N2)C(=O)OCC)C2CC2 ethyl 2-{3-chloro-4-cyclopropyl-5H,6H,7H,8H-pyrido[2,3-c]pyridazin-8-yl}-1,3-thiazole-4-carboxylate